N[C@@H](C(F)(F)F)C=1NC=2C(N(C=C(C2C1)C#N)C1=NC(=CC(=C1)C1=C(C=C(C=C1)F)C1=NN=CN1C)C1CC1)=O 2-[(R)-1-amino-2,2,2-trifluoroethyl]-6-{6-cyclopropyl-4-[4-fluoro-2-(4-methyl-4H-1,2,4-triazol-3-yl)phenyl]-2-pyridyl}-7-oxo-1,6-dihydro-1,6-diaza-4-indenecarbonitrile